N-cyclopropyl-6-fluoro-5-(1,2,3,6-tetrahydropyridin-4-yl)pyridine-2-carboxamide C1(CC1)NC(=O)C1=NC(=C(C=C1)C=1CCNCC1)F